methyl 4-(5-bromo-4-(4'-fluorobiphenyl-4-yl)thiazol-2-yl)morpholine-2-carboxylate BrC1=C(N=C(S1)N1CC(OCC1)C(=O)OC)C1=CC=C(C=C1)C1=CC=C(C=C1)F